BrC=1SC(=C(N1)C)Br 2,5-dibromo-4-methylthiazole